BrC=1C=C2C(=NC(=NC2=CC1Cl)Cl)N1[C@H](CN(CC1)C(=O)OC(C)(C)C)C tert-butyl (S)-4-(6-bromo-2,7-dichloroquinazolin-4-yl)-3-methylpiperazine-1-carboxylate